FC1=CC=C(C=C1)S(/C=C/CNC(=O)C=1C(NC=2CCCCC2C1)=O)(=O)=N N-[(2E)-3-[(4-fluorophenyl)(imino)oxo-λ6-sulfanyl]prop-2-en-1-yl]-2-oxo-1,2,5,6,7,8-hexahydro-quinoline-3-carboxamide